C1(=CC=CC=C1)[Pd](C1=CC=CC=C1)(C1=CC=CC=C1)(Cl)Cl triphenylpalladium dichloride